1-(4-bromo-2,6-difluoro-phenyl)pyrazole-4-carboxylic acid BrC1=CC(=C(C(=C1)F)N1N=CC(=C1)C(=O)O)F